[Cl-].C[N+](C)(C)CC1=CC=C(C=C1)C=C N,N,N-trimethyl-(1-(4-vinyl-phenyl))methyl-ammonium chloride